2'-chloro-5'-methoxy-6-methyl-N-(5-(3-methylpyridazine-4-carbonyl)-5,6-dihydro-4H-pyrrolo[3,4-d]thiazol-2-yl)-[4,4'-bipyridine]-3-carboxamide ClC1=NC=C(C(=C1)C1=C(C=NC(=C1)C)C(=O)NC=1SC2=C(N1)CN(C2)C(=O)C2=C(N=NC=C2)C)OC